FS(C=1C=C(C=C(C1)C(F)(F)F)C1=NN(C=N1)\C=C/C(=O)NNC(CCC)=O)(F)(F)(F)F (Z)-N'-(3-(3-(3-(pentafluoro-sulfaneyl)-5-(trifluoromethyl)phenyl)-1H-1,2,4-triazol-1-yl)acryloyl)butyrohydrazide